O=C1NC=2C(=NC=C(C2)S(=O)(=O)Cl)N1 2-oxo-2,3-dihydro-1H-imidazo[4,5-b]Pyridine-6-sulfonyl chloride